C(#N)C1CN(C1)C1CCC(CC1)NC(=O)C1=CC2=C(N(N=C2C)CC(C)C)S1 N-((1r,4r)-4-(3-cyanoazetidin-1-yl)-cyclohexyl)-1-iso-butyl-3-methyl-1H-thieno[2,3-c]pyrazole-5-carboxamide